(S)-6-((4-((2-hydroxy-1-phenylethyl)amino)-5-(5-(pyridin-3-yl)-1,3,4-oxadiazol-2-yl)pyridin-2-yl)amino)-1-methyl-1,2-dihydro-3H-pyrazolo[3,4-b]pyridin-3-one OC[C@H](C1=CC=CC=C1)NC1=CC(=NC=C1C=1OC(=NN1)C=1C=NC=CC1)NC1=CC=C2C(=N1)N(NC2=O)C